COC(=O)C=1N(C2=C(C(=CC=C2C1CCCOC(C)=O)Cl)C=1C(=NN(C1CO)CC)C)C 3-(3-acetoxypropyl)-6-chloro-7-(1-ethyl-5-(hydroxymethyl)-3-methyl-1H-pyrazol-4-yl)-1-methyl-1H-indole-2-carboxylic acid methyl ester